3'-allyl-5-chloro-[1,1'-biphenyl]-2-carboxylic acid methyl ester COC(=O)C=1C(=CC(=CC1)Cl)C1=CC(=CC=C1)CC=C